FC(C1=CC=C(C=N1)[Li])(F)F (6-(trifluoromethyl)pyridin-3-yl)lithium